FC1([C@H]2C[C@@H]([C@@H](C1)C2)N2C(C(=CC=C2)NC(C2=C(C=C(C=C2)NS(=O)(=O)CCO)N2CCC1(CC1)CC2)=O)=O)F N-(1-((1R,2S,4R)-5,5-difluorobicyclo[2.2.1]heptan-2-yl)-2-oxo-1,2-dihydropyridin-3-yl)-4-((2-hydroxyethyl)sulfonamido)-2-(6-azaspiro[2.5]octan-6-yl)benzamide